N-(9,9-dimethyl-9H-fluoren-2-yl)-6-phenyl-benzo[b]naphtho[1,2-d]furan-8-amine CC1(C2=CC=CC=C2C=2C=CC(=CC12)NC=1C=CC=C2C1OC1=C2C=2C=CC=CC2C=C1C1=CC=CC=C1)C